FC1=CC=C(C=C1)[C@@H](C[C@@H](C(=O)NO)CCCCN[C@H](C(C)C)C1=NC=C(C=C1)OC)OC (S)-2-((R)-2-(4-fluorophenyl)-2-methoxyethyl)-N-hydroxy-6-(((R)-1-(5-methoxypyridin-2-yl)-2-methylpropyl)amino)hexanamide